Cl.Cl.Cl.ClC1=CC2=C(N(C=N2)CCC[C@H]2NCCC[C@@H]2O)C(=C1)C1=CN=CN1C (2R,3S)-2-(3-(5-chloro-7-(1-methyl-1H-imidazol-5-yl)-1H-benzo[d]imidazol-1-yl)propyl)piperidin-3-ol trihydrochloride